(1S,4S)-4-ethoxy-N-(2-((R)-9-(pyridin-2-yl)-6-oxaspiro[4.5]decan-9-yl)ethyl)-1,2,3,4-tetrahydronaphthalen-1-amine fumarate C(\C=C\C(=O)O)(=O)O.C(C)O[C@H]1CC[C@@H](C2=CC=CC=C12)NCC[C@]1(CCOC2(CCCC2)C1)C1=NC=CC=C1